dimethylazanium dichloride [Cl-].[Cl-].C[NH2+]C.C[NH2+]C